FC=1C=CC2=C(C(=C(O2)[C@H](C(C)C)NC(NC2=CN=C(S2)C(=O)OC)=O)C)C1 methyl (S)-5-(3-(1-(5-fluoro-3-methylbenzofuran-2-yl)-2-methylpropyl)ureido)thiazole-2-carboxylate